COC1=CC2=C(NC(=N2)C2=C(C=C(C=C2)C(F)(F)F)C=2C(=CC(=CC2)C(N[C@H](CCC)C2=CC=CC=C2)=O)C(=O)O)C=C1 2'-(5-methoxy-1H-1,3-benzodiazol-2-yl)-4-{[(1R)-1-phenylbutyl]carbamoyl}-5'-(trifluoromethyl)-[1,1'-biphenyl]-2-carboxylic acid